[N+](#[C-])C1=CC=C(C=C1)NC(C)=O N-(4-ISOCYANOPHENYL)ACETAMIDE